C(=O)(C(=C)C)NCC(=O)N methacryl-glycinamide